C(CC=C)C=1C=2N(C=C(C1)N(C)C(C1=CC(=C(C=C1)F)OC)=O)C(=CN2)C=2C=CC(=NC2)NC(OC)=O methyl N-[5-[8-but-3-enyl-6-[(4-fluoro-3-methoxy-benzoyl)-methyl-amino]imidazo[1,2-a]pyridin-3-yl]-2-pyridyl]carbamate